[Cl-].[Cl-].C1(=CC=CC=C1)P(C1=CC=CC=C1)C1=CC=CC=C1.C1(=CC=CC=C1)P(C1=CC=CC=C1)C1=CC=CC=C1.C1(=CC=CC=C1)P(C1=CC=CC=C1)C1=CC=CC=C1.[Ru+2] ruthenium tris(triphenylphosphine) dichloride